C(C)(C)(C)N1N=C(C2=C1CN(CC2)C(=O)O)C(=O)N2CCC(CC2)C2=CC(=CC(=C2)C(F)(F)F)C(F)(F)F.C2([C@H](O)[C@H](O)[C@H](O2)CO)N[C@@H](CCC(=O)O)C(=O)O ribosyl-glutamic acid tert-butyl-3-(4-(3,5-bis(trifluoromethyl)phenyl)piperidine-1-carbonyl)-1,4,5,7-tetrahydro-6H-pyrazolo[3,4-c]pyridine-6-carboxylate